O1CC(CCC1)CS(=O)(=O)[O-] Tetrahydropyran-3-ylmethanesulfonate